5-bromo-2-chloro-N-(2-(dimethylphosphoryl)-4-fluorophenyl)pyrimidin-4-amine BrC=1C(=NC(=NC1)Cl)NC1=C(C=C(C=C1)F)P(=O)(C)C